S1C2=C(C(=C1)C[C@H](COC=1C=NC3=CC=CC=C3C1C(=O)O)NC(=O)OC(C)(C)C)C=CC=C2 (R)-3-(3-(benzo[B]thiophen-3-yl)-2-((tert-butoxycarbonyl)amino)propoxy)quinoline-4-carboxylic acid